(6R)-17-amino-6-hydroxy-12-(m-tolylmethyl)-6,15-bis(trifluoromethyl)-19-oxa-3,4,12,18-tetrazatricyclo[12.3.1.12,5]nonadeca-1(18),2,4,14,16-pentaen-13-one NC1=CC(=C2C(N(CCCCC[C@@](C3=NN=C(C1=N2)O3)(C(F)(F)F)O)CC=3C=C(C=CC3)C)=O)C(F)(F)F